3-(pyridazin-3-ylsulfanyl)isonicotinonitrile N1=NC(=CC=C1)SC1=C(C#N)C=CN=C1